4-Methoxy-N-{4-[4-(1,3,5-triazin-2-yl)piperazin-1-yl]phenyl}benzamid COC1=CC=C(C(=O)NC2=CC=C(C=C2)N2CCN(CC2)C2=NC=NC=N2)C=C1